2,4-dithiole monopotassium [K].C=1SCSC1